6-fluoro-7-methyl-1,3-benzoxazole-5-carbaldehyde FC1=C(C2=C(N=CO2)C=C1C=O)C